C(C)(C)(C)[Ba] t-butylbarium